glucosyl-dihydrochalcone C1([C@H](O)[C@@H](O)[C@H](O)[C@H](O1)CO)C1(CC=CC=C1)\C=C\C(=O)C1=CC=CC=C1